octenyl-methyl-phosphinic acid C(=CCCCCCC)P(O)(=O)C